C(C(=O)O)S(=O)(=O)O The molecule is a carboxyalkanesulfonic acid that is the C-sulfo derivative of acetic acid. It has a role as an Escherichia coli metabolite. It derives from an acetic acid. It is a conjugate acid of a sulfonatoacetate.